N-(3-{4-[5-(cyclopropylethynyl)pyridin-2-yl]-6-oxo-1,6-dihydropyrimidin-2-yl}-4-(trifluoromethyl)benzyl)butanamide C1(CC1)C#CC=1C=CC(=NC1)C=1N=C(NC(C1)=O)C=1C=C(CNC(CCC)=O)C=CC1C(F)(F)F